(S)-N-(2-amino-1-methyl-2-oxoethyl)-3,5-bis(trifluoromethyl)benzamide NC([C@H](C)NC(C1=CC(=CC(=C1)C(F)(F)F)C(F)(F)F)=O)=O